CC(CCCNC)NC1=C2C=CC(=CC2=NC=C1)Cl N4-(7-chloroquinolin-4-yl)-n1-methylpentane-1,4-diamine